C(C1=CC=CC=C1)NC(CC1=NC=C(C=C1)C1=CSC=C1)=O N-benzyl-2-(5-(thiophen-3-yl)pyridin-2-yl)acetamide